C(N)(=O)C1=CC=C(C=C1)C1(CC1)C(=O)O 1-(4-carbamoylphenyl)cyclopropane-1-carboxylic acid